C(C)C1(CS(C2=C(N(C1)C1=CC=CC=C1)C=C(C(=C2)O)SC)(=O)=O)C 3-ethyl-8-hydroxy-3-methyl-7-(methylthio)-5-phenyl-2,3,4,5-tetrahydro-1,5-benzothiazepine 1,1-dioxide